F[C@H]1[C@@H]2CC[C@H](C[C@H]1N(C)C=1N=NC(=CN1)C1=C(C=C(C=C1)C=1C=NNC1)O)N2C(=O)OC(C)(C)C tert-butyl (1S,2R,3R,5R)-2-fluoro-3-((6-(2-hydroxy-4-(1H-pyrazol-4-yl)phenyl)-1,2,4-triazin-3-yl)(methyl)amino)-8-azabicyclo[3.2.1]octane-8-carboxylate